C1(=CC=CC=C1)[C@@H]1N2C(COC1)=NC1=C2C=C(C=C1)C=1C=NC(=NC1)N1CC(NCC1)=O (S)-4-(5-(4-phenyl-3,4-dihydro-1H-benzo[4,5]imidazo[2,1-c][1,4]oxazin-7-yl)pyrimidin-2-yl)piperazin-2-one